(E)-N'-(8-chloro-6-iodoquinolin-5-yl)-N,N-dimethylmethanimidamide ClC=1C=C(C(=C2C=CC=NC12)/N=C/N(C)C)I